N'-((2-cyclopropyl-3-methyl-6,7-dihydro-5H-cyclopenta[b]pyridin-4-yl)carbamoyl)-2-(2-hydroxypropan-2-yl)thiazole-5-sulfonimidamide C1(CC1)C1=C(C(=C2C(=N1)CCC2)NC(=O)N=S(=O)(N)C2=CN=C(S2)C(C)(C)O)C